NC(C#N)C1=CN=CC2=CN=C(C(=C12)C#C[Si](C)(C)C)OC 2-amino-2-[6-methoxy-5-(2-trimethylsilylethynyl)-2,7-naphthyridin-4-yl]acetonitrile